C1(CC2C(CC1)O2)CCCO[Si](OC)(OC)CC (3,4-epoxycyclohexylethyl)-ethyltrimethoxysilane